N-(2-fluorobenzyl)-2-(2-oxopyrrolidin-1-yl)propanamide FC1=C(CNC(C(C)N2C(CCC2)=O)=O)C=CC=C1